2-Amino-6-((5-chloropyrazolo[1,5-a]pyrimidin-7-yl)amino)pyridin NC1=NC(=CC=C1)NC1=CC(=NC=2N1N=CC2)Cl